BrC=1C=C(C=C(C1O)C(C)(C)C)C(C)(C)C1=CC(=C(C(=C1)C(C)(C)C)O)Br 2,2-bis(3-bromo-5-tert-butyl-4-hydroxyphenyl)propane